(S)-3-(1-(5-(bis(4-fluorophenyl)methyl)-1-methyl-1,2,4-triazol-3-yl)ethyl)-8-methoxy-2H-pyrido[2,3-e][1,3]oxazine-2,4(3H)-dione FC1=CC=C(C=C1)C(C1=NC(=NN1C)[C@H](C)N1C(OC2=C(C1=O)N=CC=C2OC)=O)C2=CC=C(C=C2)F